FC1(CC(C1)COC1=C(C=CC(=C1F)F)[C@H]1[C@H](O[C@]([C@@H]1C)(C(F)(F)F)C)C(=O)NC1=CC(=NC=C1)C(=O)N)F 4-[[(2S,3s,4r,5r)-3-[2-[(3,3-difluorocyclobutyl)methoxy]-3,4-difluoro-phenyl]-4,5-dimethyl-5-(trifluoromethyl)tetrahydrofuran-2-carbonyl]amino]pyridine-2-carboxamide